(R)-ethyl 5-(7-(4-chloro-3-(trifluoromethyl) benzoyl)-2-(isopropyl-amino)-6-methyl-4-oxo-5,6,7,8-tetrahydropyrido[3,4-d]pyrimidin-3(4H)-yl)-1,4-dimethyl-1H-imidazole-2-carboxylate ClC1=C(C=C(C(=O)N2CC=3N=C(N(C(C3C[C@H]2C)=O)C2=C(N=C(N2C)C(=O)OCC)C)NC(C)C)C=C1)C(F)(F)F